[O].S(=O)=O sulphur dioxide oxygen